ClCCCC(CCCC)Cl 1,4-dichlorooctane